N[C@@H](C1=CC=CC=C1)C(=O)N1[C@@H](CCC1)C(=O)[NH-] L-phenylglycyl-L-prolylamide